(E)-6-iodo-3-(2-(2-pyridinyl)vinyl)-1-(tetrahydro-2H-pyran-2-yl)-1H-indazole IC1=CC=C2C(=NN(C2=C1)C1OCCCC1)\C=C\C1=NC=CC=C1